5-vinylarabinose Tetraacetate C(C)(=O)O[C@H](C=O)[C@H](OC(C)=O)[C@H](OC(C)=O)C(OC(C)=O)C=C